8-hydroxy-10-methyl-11-oxo-3,4,8,9,10,11-hexahydro-1H-pyrido[4',3':3,4]pyrazolo[1,5-a][1,4]Diazepine-2(7H)-carboxylic acid tert-butyl ester C(C)(C)(C)OC(=O)N1CC=2C(=NN3C2C(N(CC(C3)O)C)=O)CC1